4-bromo-5-formyl-1-methylpyrrole-2-carboxylic acid ethyl ester C(C)OC(=O)C=1N(C(=C(C1)Br)C=O)C